1-(4-((4-(aminomethyl)benzyl)oxy)phenyl)-3-((2-(2,6-dioxopiperidin-3-yl)-1-oxoisoindolin-5-yl)methyl)urea HCl salt Cl.NCC1=CC=C(COC2=CC=C(C=C2)NC(=O)NCC=2C=C3CN(C(C3=CC2)=O)C2C(NC(CC2)=O)=O)C=C1